(1R,2S,5S)-6,6-dimethyl-3-[N-(methylsulfonyl)-L-valyl]-3-azabicyclo[3.1.0]hexane-2-carboxylic acid CC1([C@H]2CN([C@@H]([C@@H]12)C(=O)O)C([C@@H](NS(=O)(=O)C)C(C)C)=O)C